[β-glucopyranosyl-(1-6)] β-D-galactopyranoside O([C@H]1[C@H](O)[C@@H](O)[C@@H](O)[C@H](O1)CO)[C@H]1[C@H](O)[C@@H](O)[C@H](O)[C@H](O1)CO